S1C=NC2=C1C=C(C=C2)NC2=NC=NC1=CC(=CC(=C21)O[C@H](C)C(CO)CO)C=2C=NN(C2)C (R)-2-(1-((4-(benzo[d]thiazol-6-ylamino)-7-(1-methyl-1H-pyrazol-4-yl)quinazolin-5-yl)oxy)ethyl)propane-1,3-diol